FC1=C2C=CN(C2=C(C=C1)C)C1=CC(=CC=C1)C=1C=NN2C1C=CC=C2 4-fluoro-7-methyl-N-(3-(pyrazolo[1,5-a]pyridin-3-yl)phenyl)-1H-indole